tert-Butyl 4-(N-(2,6-Dioxopiperidin-3-yl)sulfamoyl)piperidine-1-carboxylate O=C1NC(CCC1NS(=O)(=O)C1CCN(CC1)C(=O)OC(C)(C)C)=O